6-Bromo-N-(1-ethylpiperidin-4-yl)-2-{4-[4-(3-methoxypropyl)-3-methylpiperazin-1-yl]phenyl}-3H-imidazo[4,5-b]pyridin-7-amine BrC=1C(=C2C(=NC1)NC(=N2)C2=CC=C(C=C2)N2CC(N(CC2)CCCOC)C)NC2CCN(CC2)CC